N-cyclohexyl-5-nitro-[1,1'-biphenyl]-2-amine C1(CCCCC1)NC=1C(=CC(=CC1)[N+](=O)[O-])C1=CC=CC=C1